COC=1C=C(CN(C=2C=C(CN3C(CNCC3)=O)C=CC2)CC2=CC=C3C=CC=NC3=C2)C=CC1 1-(3-((3-methoxybenzyl)(quinolin-7-ylmethyl)amino)benzyl)piperazin-2-one